tert-butyl 6-((6-(2-fluoropropan-2-yl)-2-methylpyridin-3-yl)sulfonyl)-2,6-diazaspiro[3.3]heptane-2-carboxylate FC(C)(C)C1=CC=C(C(=N1)C)S(=O)(=O)N1CC2(CN(C2)C(=O)OC(C)(C)C)C1